(2R)-3-(6-amino-3-fluoro-4-methoxycarbonyl-2-methyl-phenyl)thio-2-(tert-butoxycarbonylamino)propionic acid NC1=CC(=C(C(=C1SC[C@@H](C(=O)O)NC(=O)OC(C)(C)C)C)F)C(=O)OC